C(C)(C)(C)S(=O)NC(CC[C@H]1CC(N(C1)C(=O)OC(C)(C)C)(C)C)CC=C tert-Butyl (4S)-4-[3-(tert-butylsulfinylamino)hex-5-enyl]-2,2-dimethyl-pyrrolidine-1-carboxylate